N-(2-methoxyethyl)-N,N,N-triethylammonium COCC[N+](CC)(CC)CC